ClC=1C(=CC=C2N=CC(=NC12)C=1C=NN(C1)CCN1CC(C1)O)OC=1C=CC2=C(NC(=N2)C)C1 1-(2-(4-(8-Chloro-7-((2-methyl-1H-benzo[d]imidazol-6-yl)oxy)quinoxalin-2-yl)-1H-pyrazol-1-yl)ethyl)azetidin-3-ol